FC1=C(CN2N=C(N=C2)C(=O)N[C@@H]2C(N(C=3N(CC2)N=C(C3C)C)C)=O)C=CC=C1F (S)-1-(2,3-difluorobenzyl)-N-(2,3,4-trimethyl-5-oxo-5,6,7,8-tetrahydro-4H-pyrazolo[1,5-a][1,3]diazepin-6-yl)-1H-1,2,4-triazole-3-carboxamide